1-(6-oxo-5-(trifluoromethyl)-1,6-dihydropyridazin-4-yl)azetidine-2-carboxamide O=C1C(=C(C=NN1)N1C(CC1)C(=O)N)C(F)(F)F